[Mn](=O)(=O)([O-])[O-].[Li+].[Co+2].[Ni+2] nickel-cobalt lithium manganate salt